8-Fluoro-4-isopropyl-2-methyl-6-(4,4,5,5-tetramethyl-1,3,2-dioxaborolan-2-yl)quinoline FC=1C=C(C=C2C(=CC(=NC12)C)C(C)C)B1OC(C(O1)(C)C)(C)C